3-AMINO-3-OXOPROPANOIC ACID NC(CC(=O)O)=O